(R)-5-(8-fluoro-2-methylimidazo[1,2-a]pyridin-6-yl)-N-(1,1,1-trifluoropropan-2-yl)-7H-pyrrolo[2,3-d]pyrimidin-2-amine FC=1C=2N(C=C(C1)C1=CNC=3N=C(N=CC31)N[C@@H](C(F)(F)F)C)C=C(N2)C